oxo-piperidinepropanenitrile O=C1N(CCCC1)CCC#N